nickel tricarbohydrazide NNC(=O)NN.NNC(=O)NN.NNC(=O)NN.[Ni]